7-(N-(3-((2-aminopyrimidin-5-yl) ethynyl)-2,4-difluorophenyl) sulfamoyl)-5-chloro-2,3-dihydrobenzofuran-3-yl acetate C(C)(=O)OC1COC2=C1C=C(C=C2S(NC2=C(C(=C(C=C2)F)C#CC=2C=NC(=NC2)N)F)(=O)=O)Cl